6-(2-fluoro-6-isobutoxy-4-(7-(2-methoxyethoxy)-2-methyl-2H-indazol-4-yl)benzyl)-6,7-dihydro-5H-pyrrolo[3,4-b]pyridin-5-one-7,7-d2 FC1=C(CN2C(C3=NC=CC=C3C2=O)([2H])[2H])C(=CC(=C1)C=1C2=CN(N=C2C(=CC1)OCCOC)C)OCC(C)C